benzyl(4-nitrophenyl)carbamate C(C1=CC=CC=C1)OC(NC1=CC=C(C=C1)[N+](=O)[O-])=O